(1R,3aS,6aR)-N-((S)-4-hydroxy-3-oxo-1-((R)-2-oxopyrrolidin-3-yl)butan-2-yl)-2-((S)-5-oxo-2-phenylpyrrolidine-2-carbonyl)octahydrocyclopenta[c]pyrrole-1-carboxamide OCC([C@H](C[C@@H]1C(NCC1)=O)NC(=O)[C@@H]1N(C[C@@H]2[C@H]1CCC2)C(=O)[C@@]2(NC(CC2)=O)C2=CC=CC=C2)=O